(1S,2R)-3-(phenylmethoxy)-1-(2-chlorophenyl)-2-hydroxypropyl acetate C(C)(=O)O[C@H]([C@@H](COCC1=CC=CC=C1)O)C1=C(C=CC=C1)Cl